(R)-N-(2-chloro-3-((5-chloro-3-methyl-4-oxo-3,4-dihydroquinazolin-6-yl)amino)-4,5-difluorophenyl)-3-fluoropyrrolidine-1-sulfonamide ClC1=C(C=C(C(=C1NC=1C(=C2C(N(C=NC2=CC1)C)=O)Cl)F)F)NS(=O)(=O)N1C[C@@H](CC1)F